C1(CC1)C1C(NC=2C=C(C=C3C2N1N=C3)CO)=O 3-cyclopropyl-8-(hydroxymethyl)-1H-pyrazolo[1,5,4-de]quinoxalin-2(3H)-one